ClC=1C=CC(=NC1)NC([C@H](C)N1C[C@](CCC1)(C1=CC=NN1)C)=O (S)-N-(5-chloropyridin-2-yl)-2-((S)-3-methyl-3-(1H-pyrazol-5-yl)piperidin-1-yl)propanamide